CC1=C(C=CC=C1C)N1CCN(CC1)C(CN1N=C(C2=C1C[C@@H]1[C@H]2C1)C(=O)N1CCC(CC1)NC(C)=O)=O N-{1-[(3bR,4aR)-1-{2-[4-(2,3-dimethylphenyl)piperazin-1-yl]-2-oxoethyl}-3b,4,4a,5-tetrahydro-1H-cyclopropa[3,4]cyclopenta[1,2-c]pyrazole-3-carbonyl]piperidin-4-yl}acetamide